N-(1-ethyl-2,6-dioxo-1,2,3,6-tetrahydropyrimidin-4-yl)benzenesulfonamide C(C)N1C(NC(=CC1=O)NS(=O)(=O)C1=CC=CC=C1)=O